2-(2-(tert-butylamino)-2-oxoethyl)-5-(trimethoxysilyl)pentanoic acid C(C)(C)(C)NC(CC(C(=O)O)CCC[Si](OC)(OC)OC)=O